C(OCCCCCCCCCCCCC1=CC=C2C3=C1O[C@@H]1[C@]34CCN(C([C@@]4(CCC1=C)O)C2)CC2CC2)([O-])=O (4aS,7aS,12bS)-3-(cyclopropylmethyl)-4a-hydroxy-7-methylene-2,3,4,4a,5,6,7,7a-octahydro-1H-4,12-methanobenzofuro[3,2-e]isoquinolin-9-yldodecyl carbonate